C(C)(=O)OC[C@H](COCC=C)O (S)-3-(allyloxy)-2-hydroxypropyl acetate